(2'R)-2-amino-2'-deoxy-2'-fluoro-N,2'-dimethyladenosine NC=1N=C(C=2N=CN([C@H]3[C@]([C@H](O)[C@@H](CO)O3)(C)F)C2N1)NC